FC(OC=1C(=CC=2[C@@H]3N(N4C(C2C1)=CC(C(=C4)C(=O)OCC)=O)C(CC3)(C)C)C#C)F ethyl (R)-11-(difluoromethoxy)-12-ethynyl-3,3-dimethyl-8-oxo-2,3,8,13b-tetrahydro-1H-pyrido[2,1-a]pyrrolo[1,2-c]phthalazine-7-carboxylate